5-cyclopropyl-2-((6-methylimidazo[1,2-a]pyridin-2-yl)methyl)-2,7-naphthyridin-1(2H)-one C1(CC1)C1=C2C=CN(C(C2=CN=C1)=O)CC=1N=C2N(C=C(C=C2)C)C1